ClC=1C=CC=2C(N1)=CN(N2)C2CCN(C1(CC1)C2)C(=O)OC(C)(C)C tert-butyl 7-(5-chloropyrazolo[4,3-b]pyridin-2-yl)-4-azaspiro[2.5]octane-4-carboxylate